(9H-fluoren-9-yl)methyl (2-((4-(((2S*,4R*)-7-fluoro-2-methyl-1-propionyl-1,2,3,4-tetrahydroquinolin-4-yl)amino)phenyl)amino)-2-oxoethyl)carbamate FC1=CC=C2[C@@H](C[C@@H](N(C2=C1)C(CC)=O)C)NC1=CC=C(C=C1)NC(CNC(OCC1C2=CC=CC=C2C=2C=CC=CC12)=O)=O |o1:5,7|